3-(difluoromethyl)-1-methyl-1H-pyrazole-4-carboxylic acid methyl ester COC(=O)C=1C(=NN(C1)C)C(F)F